FC1=CC2=C(OCCCN2C=2C=C(C(=O)O)C(=CN2)C=2OC3=C(N2)C=C(C=C3)F)C=C1 2-(7-fluoro-3,4-dihydrobenzo[b][1,4]oxazepine-5(2H)-yl)-5-(5-fluorobenzo[d]oxazol-2-yl)isonicotinic acid